OC(C)(C)C(CCCCC(N)N)(C(C)(C)O)C(C)(C)O tris(hydroxyisopropyl)hexanediamine